COC(CN(C1=NC=C(C=N1)C1=C2C=C(C(=CC2=CC2=C1C(OC2)=O)OC)OC)C)OC 9-(2-((2,2-dimethoxyethyl)(methyl)amino)pyrimidin-5-yl)-6,7-dimethoxynaphtho[2,3-c]furan-1(3H)-one